C1(CC1)C=1SC(=CN1)C=1C=C(C=CC1)N(C(=O)[C@@H]1CC[C@H](CC1)CC(=O)O)C[C@@H]1CC[C@H](CC1)C1=CC(=C(C=C1)OC)C 2-(trans-4-((3-(2-Cyclopropylthiazol-5-yl)phenyl)((trans-4-(4-methoxy-3-methylphenyl)cyclohexyl)methyl)carbamoyl)cyclohexyl)acetic acid